(4-pyridinylmethyl)-proline N1=CC=C(C=C1)CN1[C@@H](CCC1)C(=O)O